C(C)(C)(C)OC(=O)NC1(CC(C1)N1CCN(CC1)C(=O)OCC1=CC=CC=C1)C trans-benzyl 4-[3-(tert-butoxycarbonylamino)-3-methyl-cyclobutyl]piperazine-1-carboxylate